C(C)OC(=O)C1(CN(C(C=2N(C1)N=C1C2CN([C@@H](C1)C)C(=O)OC(C)(C)C)=O)C)F (3R)-8-fluoro-3,10-dimethyl-11-oxo-1,3,4,7,8,9,10,11-octahydro-2H-pyrido[4',3':3,4]Pyrazolo[1,5-a][1,4]Diazepine-2,8-dicarboxylic acid 2-(tert-butyl) 8-ethyl ester